2-fluoro-3-methoxycarbonylphenylboronic acid pinacol ester FC1=C(C=CC=C1C(=O)OC)B1OC(C)(C)C(C)(C)O1